4-(3-((5-Chloro-2-((1-(1-methylpiperidin-4-yl)-1H-pyrazol-4-yl)amino)pyrimidin-4-yl)amino)propyl)-1,4-oxazepan-3-on ClC=1C(=NC(=NC1)NC=1C=NN(C1)C1CCN(CC1)C)NCCCN1C(COCCC1)=O